6-azido-3-methyl-2-{[2-(trimethylsilyl)ethoxy]methyl}-2H,4H,5H,6H-cyclopenta[c]pyrazole N(=[N+]=[N-])C1CCC=2C1=NN(C2C)COCC[Si](C)(C)C